N,N-Dimethyl-2-(4-((triethylsilyl)oxy)-1H-indol-3-yl)ethan-1-amine CN(CCC1=CNC2=CC=CC(=C12)O[Si](CC)(CC)CC)C